tert-butyl (1-(6-cyano-5-((2,3-dichlorophenyl)thio)pyrazin-2-yl)-4-methylpiperidin-4-yl)carbamate C(#N)C1=C(N=CC(=N1)N1CCC(CC1)(C)NC(OC(C)(C)C)=O)SC1=C(C(=CC=C1)Cl)Cl